N-propyl-thiazole C(CC)N1CSC=C1